fluorotetrahydro-2H-pyran FC1OCCCC1